C(C=1C(C(=O)OC(C)CCCCCCCC)=CC=CC1)(=O)OC(C)CCCCCCCC didecan-2-yl phthalate